Cl.ClC=1C=CC(=C2CNCC12)N(C(\C=C\CN(C)C)=O)C (E)-N-(7-Chloroisoindolin-4-yl)-4-(dimethylamino)-N-methylbut-2-enamide hydrochloride